C(C1CO1)OC1=CC=C(C=C1)C=1C(=O)NC(C1)=O 4-glycidoxyphenyl-maleimide